ClC=1C=C2C(=CNC2=CC1)C1N(CC2=CC=CC=C12)C(=O)N (5-chloro-1H-indol-3-yl)isoindoline-2-carboxamide